(4-OXO-2-BUTEN-1-YL)TRIPHENYLPHOSPHONIUM BROMIDE [Br-].O=CC=CC[P+](C1=CC=CC=C1)(C1=CC=CC=C1)C1=CC=CC=C1